BrC(CCCCCCCCC)(Br)Br tribromodecane